C(C(C)C)NC1CCC(CC1)N N-isobutylcyclohexane-1,4-diamine